9,10-bis(benzyloxy)anthracene C(C1=CC=CC=C1)OC=1C2=CC=CC=C2C(=C2C=CC=CC12)OCC1=CC=CC=C1